2-[[4-[3-(aminocarbonyl)-1-piperidinyl]-6-[[(2,6-dimethylphenyl)methyl]amino]-2-pyrimidinyl]amino]-4-methyl-5-thiazolecarboxylic acid ethyl ester C(C)OC(=O)C1=C(N=C(S1)NC1=NC(=CC(=N1)N1CC(CCC1)C(=O)N)NCC1=C(C=CC=C1C)C)C